2-acetamido-alpha-D-glucose C(C)(=O)N[C@@]1([C@@H](O)O[C@@H]([C@H]([C@@H]1O)O)CO)O